diphenylmethylenefluorenylcyclopentanylzirconium C1(=CC=CC=C1)C(C1=CC=CC=C1)=[Zr](C1CCCC1)C1=CC=CC=2C3=CC=CC=C3CC12